OC(CCC)(C)C 4-hydroxy-4-methylpentan